C(C)(C)(C)OC(=O)N[C@H](C(=O)OC1=C(C(=C(C(=C1F)F)F)F)F)C(C1CC1)C1CC1 (2,3,4,5,6-pentafluorophenyl) (2S)-2-(tert-butoxycarbonylamino)-3,3-dicyclopropyl-propanoate